C(C=C)OC1=C(C=C(C(=C1)OCC=C)Cl)C(=O)N1CCN(CC1)C (2,4-bis(allyloxy)-5-chlorophenyl)(4-methylpiperazin-1-yl)methanone